5-ethylpyridin-2-amine C(C)C=1C=CC(=NC1)N